N,N'-bis([1,1'-biphenyl]-2-yl)oxalyl-diamide C1(=C(C=CC=C1)[N-]C(C(=O)[N-]C1=C(C=CC=C1)C1=CC=CC=C1)=O)C1=CC=CC=C1